C(C)(C)(C)OC(N([C@H]1CN(CCC1)C1CNC(CC1)[N+](=O)[O-])C)=O (R)-methyl-(1-(6-Nitropiperidin-3-yl)piperidin-3-yl)carbamic acid tert-butyl ester